N-[(S)-1-(3-chloro-5-methoxyphenyl)ethyl]-4-[(S)-5-methyl-1,4-diazepan-1-yl]-8-cyclopropyl-6-methyl-2-oxo-1,2-dihydro-1,7-diaza-3-naphthamide ClC=1C=C(C=C(C1)OC)[C@H](C)NC(=O)C=1C(NC2=C(N=C(C=C2C1N1CCN[C@H](CC1)C)C)C1CC1)=O